(4-{[4-(2-amino-1,3-thiazol-5-yl)pyrimidin-2-yl]oxy}-1-(hydroxymethyl)cyclohexyl)methanol NC=1SC(=CN1)C1=NC(=NC=C1)OC1CCC(CC1)(CO)CO